N-(7-(4-amino-5-(4-methoxyphenyl)-7-methyl-7H-pyrrolo[2,3-d]pyrimidin-6-yl)spiro[3.5]non-2-yl)acrylamide NC=1C2=C(N=CN1)N(C(=C2C2=CC=C(C=C2)OC)C2CCC1(CC(C1)NC(C=C)=O)CC2)C